F[P-](F)(F)(F)(F)F.COC(=O)C=1C=C(C=CC1)[I+]C1=CC(=CC=C1)C(=O)OC Di-(3-methoxycarbonylphenyl)-iodonium hexafluorophosphat